Tert-butyl 2-((3-methyl-4-((4-(3-methyl-5-oxopiperidin-1-yl)-5-(trifluoromethyl)pyrimidin-2-yl)amino)phenyl)sulfonyl)-7-azaspiro[3.5]nonane-7-carboxylate CC=1C=C(C=CC1NC1=NC=C(C(=N1)N1CC(CC(C1)=O)C)C(F)(F)F)S(=O)(=O)C1CC2(C1)CCN(CC2)C(=O)OC(C)(C)C